[Ca].C(CCCCCCCC)C1=C(C2=CC=CC=C2C=C1)CCCCCCCCC dinonyl-naphthalene calcium